C(C1=CC=CC=C1)OC1=NOC(=C1)CC(=O)NC(C(=O)NC1=CC=C(C=C1)[Si](C)(C)C)C1=CC=C(C=C1)OC 2-(((3-(benzyloxy)-1,2-oxazol-5-yl)acetyl)amino)-2-(4-methoxyphenyl)-N-(4-(trimethylsilyl)phenyl)acetamide